methyl-ethyl (5-chloro-8-quinolinoxy) malonate C(CC(=O)OOC=1C=CC(=C2C=CC=NC12)Cl)(=O)OC(C)C